(5-amino-1-{6-[(2,6-difluorophenyl)oxy]-4-methylpyridin-3-yl}pyrazol-4-yl)[7-(3-methyloxetan-3-yl)-6,7,8,9-tetrahydro-3H-pyrrolo[3,2-f]isoquinolin-2-yl]methanone NC1=C(C=NN1C=1C=NC(=CC1C)OC1=C(C=CC=C1F)F)C(=O)C1=CC2=C3CCN(CC3=CC=C2N1)C1(COC1)C